FC1=CC=C(C=C1)[C@@H](C)N1N=CC(=C1)C=1C=C(C=CC1)C1=CC=2N(C=C1)N=C(N2)N |r| racemic-7-(3-(1-(1-(4-fluorophenyl)ethyl)-1H-pyrazol-4-yl)phenyl)-[1,2,4]triazolo[1,5-a]pyridin-2-amine